BrC1=C(C=C2CCNC(C2=C1)CO)OC (7-bromo-6-methoxy-1,2,3,4-tetrahydroisoquinolin-1-yl)methanol